C=CCCCCCCCC=C undeca-1,10-diene